(4-bromo-6-ethylquinolin-8-yl)methanol BrC1=CC=NC2=C(C=C(C=C12)CC)CO